[Cr](=O)(=O)([O-])[O-].[Cr](=O)(=O)([O-])[O-].[K+].[K+].[K+].[K+] potassium di-chromate